5-(2-morpholino-4-pyridyl)-1H-pyrrolo[2,3-b]pyridine O1CCN(CC1)C1=NC=CC(=C1)C=1C=C2C(=NC1)NC=C2